6-bromo-4-chloroquinoline BrC=1C=C2C(=CC=NC2=CC1)Cl